2-(5-methyl-2,4-dioxo-3,4-dihydropyrimidin-1(2H)-yl)acetic acid CC=1C(NC(N(C1)CC(=O)O)=O)=O